6-(4-(4-cyanophenyl)-5-methoxy-3-methyl-1H-pyrazol-1-yl)nicotinic acid C(#N)C1=CC=C(C=C1)C=1C(=NN(C1OC)C1=NC=C(C(=O)O)C=C1)C